C1N(CC12CCOCC2)C2=CC1=C(CCC(C=3N1C=CN3)NC(=O)C3=NNC(=N3)CC3=CC=CC=C3)C=C2 N-(9-(7-oxa-2-azaspiro[3.5]non-2-yl)-5,6-dihydro-4H-benzo[f]imidazo[1,2-a]azepin-4-yl)-5-benzyl-1H-1,2,4-triazole-3-carboxamide